(R)-4-(1-((5-methoxy-7-methyl-1H-indol-4-yl)methyl)-4-(oxazol-2-ylmethyl)piperazin-2-yl)benzoic acid COC=1C(=C2C=CNC2=C(C1)C)CN1[C@@H](CN(CC1)CC=1OC=CN1)C1=CC=C(C(=O)O)C=C1